[C@@H]12OC[C@@H](N(C1)CCCCN1C3=C(OC4=C1N=CC(=C4)C=4C=C1C=NNC1=CC4)C=C(C(=C3)C)C=3C=C4C=NNC4=CC3)C2 10-(4-((1S,4S)-2-oxa-5-azabicyclo[2.2.1]heptan-5-yl)butyl)-3,7-di(1H-indazol-5-yl)-8-methyl-10H-benzo[b]pyrido[2,3-e][1,4]oxazine